4-(1-(5-bromo-1H-indazol-1-yl)-4,4,4-trifluorobutyl)benzoic acid methyl ester COC(C1=CC=C(C=C1)C(CCC(F)(F)F)N1N=CC2=CC(=CC=C12)Br)=O